3-(6-bromoisoquinolin-4-yl)-6-(2-chloro-4-fluoro-5-methoxyphenyl)thieno[3,2-d]pyrimidine-2,4(1h,3h)-dione BrC=1C=C2C(=CN=CC2=CC1)N1C(NC2=C(C1=O)SC(=C2)C2=C(C=C(C(=C2)OC)F)Cl)=O